NCC=1C(NC(=CC1CCC)C)=O 3-(aminomethyl)-6-methyl-4-propylpyridine-2(1H)-one